3-bromo-5-methylhexan-2-one BrC(C(C)=O)CC(C)C